(1-isopropyl-1H-pyrazol-5-yl)(morpholin) C(C)(C)N1N=CC=C1N1CCOCC1